N-(2-azidoethyl)-pyrrolidine N(=[N+]=[N-])CCN1CCCC1